N[C@@H]1C[C@H](C1)C(C)(C)O 2-(Trans-3-aminocyclobutyl)propan-2-ol